3,7-diazaspiro[3.4]octane-3-carboxylic acid tert-butyl ester C(C)(C)(C)OC(=O)N1CCC12CCNC2